4-[(2,5-dioxopyrrolidin-1-yl)oxycarbonylamino]Benzoic acid O=C1N(C(CC1)=O)OC(=O)NC1=CC=C(C(=O)O)C=C1